CNC(=O)C1=NC(=CC=C1)C N,6-dimethyl-pyridine-2-carboxamide